C(C1=CC=CC=C1)(=S)SC(C1=CC=CC=C1)C(=O)OCC 1-Ethoxycarbonyl-1-phenylmethyl Benzodithioate